2-((6-chloro-2-methylpyrimidin-4-yl)amino)-N-(1,3,5-trimethyl-1H-pyrazol-4-yl)thiazole-5-carboxamide ClC1=CC(=NC(=N1)C)NC=1SC(=CN1)C(=O)NC=1C(=NN(C1C)C)C